monobocamphetamine C(=O)(OC(C)(C)C)NC(C)CC1=CC=CC=C1